8Z,10E-Heptadecadienoic acid C(C=CC=CCCCCCCCCCCCC)(=O)O